BrC1=CC=C(CN2C=NC=C2CN2CC(N(CC2CCCC)C2=CC(=CC=C2)OC(F)(F)F)=O)C=C1 4-((1-(4-Bromobenzyl)-1H-imidazol-5-yl)methyl)-5-butyl-1-(3-(trifluoromethoxy)phenyl)piperazin-2-one